Cl.NC\C=C(\CN1N=NC2=C1C=C(C=C2C=2C=CC(=C(C2)S(=O)(=O)NC2CC2)OC)C(=O)N2CCCC2)/F (Z)-5-(1-(4-amino-2-fluorobut-2-en-1-yl)-6-(pyrrolidin-1-carbonyl)-1H-benzo[d][1,2,3]triazol-4-yl)-N-cyclopropyl-2-methoxybenzenesulfonamide Hydrochloride